C(C)OC(C=CC(C1=CC=C(C=C1)C1=CC=CC=C1)=NOC(C)=O)=O 4-(acetoxyimino)-4-([1,1'-biphenyl]-4-yl)-2-butenoic acid ethyl ester